trans-4'-pentylcyclohexyl-3'-methyl-2,5-difluoro-1-isothiocyanatoterphenyl C(CCCC)C=1C(=C(C(=CC1)[C@]1([C@@H](C(=CC(=C1)F)C1CCCCC1)F)N=C=S)C1=CC=CC=C1)C